NC1=NC=CC(=C1)C=1OC=C(N1)C(=O)NC=1C(=CC2=C(CC(O2)(C)C)C1)C=1C=NN(C1)CC 2-(2-Aminopyridin-4-yl)-N-(6-(1-ethyl-1H-pyrazol-4-yl)-2,2-dimethyl-2,3-dihydrobenzofuran-5-yl)oxazole-4-carboxamide